[Cr](=O)(=O)([O-])O[Cr](=O)(=O)[O-].[Ca+2] Calcium dichromat